FC1=C2C=C(NC2=CC=C1F)C(=O)N[C@@H](CC/C=C/C(=O)OC)C(=O)NC=1C(N(C=CC1)CC(=O)NC1C2CC3CC(CC1C3)C2)=O (S,E)-methyl 6-(4,5-difluoro-1H-indole-2-carboxamido)-7-(1-(2-(2-adamantylamino)-2-oxoethyl)-2-oxo-1,2-dihydropyridin-3-ylamino)-7-oxohept-2-enoate